1-[(Pyrrolidin-1-yl)methyl]-4-hydroxy-7-phenoxyisoquinoline-3-carboxylic acid methyl ester COC(=O)C=1N=C(C2=CC(=CC=C2C1O)OC1=CC=CC=C1)CN1CCCC1